C(#N)C=1C=NN2C1C(=CC(=C2)C=2C=NN(C2)C)C=2C=CC(=NC2)N2CCC1(CCCN(C1)C(=O)OC(C)(C)C)CC2 tert-butyl 9-(5-(3-cyano-6-(1-methyl-1H-pyrazol-4-yl) pyrazolo[1,5-a]pyridin-4-yl) pyridin-2-yl)-2,9-diazaspiro[5.5]undecane-2-carboxylate